5-trifluoromethanesulfonyl-benzoic acid FC(S(=O)(=O)C=1C=CC=C(C(=O)O)C1)(F)F